1-(pyrrolidin-1-yl)benzo[g]phthalazine N1(CCCC1)C1=NN=CC=2C=C3C(=CC12)C=CC=C3